7-hydroxy-3,4-dihydroquinoline-2(1H)-one OC1=CC=C2CCC(NC2=C1)=O